C=1CC(C=C2C3=CC=CC=C3C=CC12)=O Phenanthren-3(2H)-one